ClC1=CC=C(C=C1)OC1=NN=C(S1)NC(C1=CN=C(C=C1C1=C(C=CC=C1)C#C)C#N)=O N-(5-((4-chlorophenyl)oxy)-1,3,4-thiadiazol-2-yl)-6-cyano-4-(2-ethynylphenyl)nicotinamide